6-deoxy-7,8-dihydro-14-hydroxy-3-O-methyl-6-oxomorphine CN1CC[C@]23[C@@H]4C(=O)CC[C@]2([C@H]1CC5=C3C(=C(C=C5)OC)O4)O